C(#N)CCOC1=C2N=CN(C2=NC(=N1)NC(COC1=CC=CC=C1)=O)[C@@H]1O[C@@H](CN(C1)C(C1=CC=CC=C1)(C1=CC=CC=C1)C1=CC=CC=C1)COC(CCC(=O)O)=O 4-[[(2S,6r)-6-[6-(2-cyanoethoxy)-2-[(2-phenoxyacetyl)amino]purin-9-yl]-4-tritylmorpholin-2-yl]methoxy]-4-oxo-butanoic acid